BrC1=CC=C(C=C1)C(C1CCN(CC1)C(=O)OC(C)(C)C)(F)F tert-butyl 4-((4-bromophenyl)difluoromethyl)piperidine-1-carboxylate